C(C1=CC=CC=C1)(C1=CC=CC=C1)=NC1=C(C(=C(OC2=NC=CC=C2C2=NC(=NC=C2)N[C@@H]2CN(CCC2)C(=O)OC(C)(C)C)C=C1)F)Cl tert-butyl (3S)-3-((4-(2-(4-(benzhydrylideneamino)-3-chloro-2-fluoro-phenoxy)-3-pyridyl)pyrimidin-2-yl)amino)piperidine-1-carboxylate